C(C)(C)(C)OC(=O)N1C(CCC1)CC(=O)NC(COC1=NC=CC=C1C(F)(F)F)(C)C 2-(2-((2-methyl-1-((3-(trifluoromethyl)pyridin-2-yl)oxy)propan-2-yl)amino)-2-oxoethyl)pyrrolidine-1-carboxylic acid tert-butyl ester